(2-[8-(ethoxydimethylsilyl)octoxy]-5-hydroxyphenyl)tricyclohexylphosphonium bromide [Br-].C(C)O[Si](CCCCCCCCOC1=C(C=C(C=C1)O)[P+](C1CCCCC1)(C1CCCCC1)C1CCCCC1)(C)C